N-[(1-{[6-(2-fluorophenoxy)-3-pyridinyl]methyl}-4-hydroxy-2-oxo-1,2,5,6-tetrahydro-3-pyridinyl)carbonyl]glycine FC1=C(OC2=CC=C(C=N2)CN2C(C(=C(CC2)O)C(=O)NCC(=O)O)=O)C=CC=C1